6'-{3-[(phenylmethanesulfonyl)amino]propoxy}-2',3'-dihydrospiro[cyclohexane-1,1'-indene]-4-carboxylic acid C1(=CC=CC=C1)CS(=O)(=O)NCCCOC1=CC=C2CCC3(C2=C1)CCC(CC3)C(=O)O